NCCNCCS(=O)(=O)[O-].[Na+] sodium 2-[(2-aminoethyl)amino]ethanesulfonate